methyl 5-(3-methyl-5-{(1S)-1-[3-(methylsulfonyl)-5-(trifluoromethyl)benzamido]ethyl}-1H-1,2,4-triazol-1-yl)pyrazine-2-carboxylate CC1=NN(C(=N1)[C@H](C)NC(C1=CC(=CC(=C1)C(F)(F)F)S(=O)(=O)C)=O)C=1N=CC(=NC1)C(=O)OC